5-(2-(((1S,2R)-3,3-difluoro-2-hydroxycyclohexyl)amino)-2-oxoacetyl)-N-(4-fluoro-3-methylphenyl)-1,2,4-trimethyl-1H-pyrrole-3-carboxamide FC1([C@@H]([C@H](CCC1)NC(C(=O)C1=C(C(=C(N1C)C)C(=O)NC1=CC(=C(C=C1)F)C)C)=O)O)F